methyl 2-((2-heptylcyclopentylidene)methoxy)propanoate C(CCCCCC)C1C(CCC1)=COC(C(=O)OC)C